(S)-(6-(3-Methyl-1H-pyrrolo[2,3-b]pyridin-5-yl)-8-(pyrrolidin-2-yl)-3,4-dihydroisoquinoline-2(1H)-yl)(tetrahydro-2H-pyran-4-yl)methylketone CC1=CNC2=NC=C(C=C21)C=2C=C1CCN(CC1=C(C2)C2NCCC2)[C@@H](C2CCOCC2)C(=O)[C@@H](N2CC1=C(C=C(C=C1CC2)C=2C=C1C(=NC2)NC=C1C)C1NCCC1)C1CCOCC1